oxalocyanate C(=O)(C(=O)O)OC#N